8-(trifluoromethyl)-4H-1,4-benzoOxazin-3-one FC(C1=CC=CC=2NC(COC21)=O)(F)F